1-(3-((((2R,3S,4R,5R)-5-(4-Amino-5-bromo-7H-pyrrolo[2,3-d]pyrimidin-7-yl)-3,4-dihydroxytetrahydrofuran-2-yl)methyl)(isopropyl)amino)propyl)-3-(4-(tert-butyl)phenyl)urea NC=1C2=C(N=CN1)N(C=C2Br)[C@H]2[C@@H]([C@@H]([C@H](O2)CN(CCCNC(=O)NC2=CC=C(C=C2)C(C)(C)C)C(C)C)O)O